3-(2-chloro-3-fluorophenylamino)-4-(2-hydroxy-3-(1-oxo-2,8-diazaspiro[4.5]decane-8-carbonyl)phenylamino)cyclobut-3-ene-1,2-dione ClC1=C(C=CC=C1F)NC=1C(C(C1NC1=C(C(=CC=C1)C(=O)N1CCC2(CCNC2=O)CC1)O)=O)=O